NC1CCN(CC1)C1=CN2C(C=C(C=C2C=C1)C1=CC(=C(C=C1)OC)F)=O 7-(4-aminopiperidin-1-yl)-2-(3-fluoro-4-methoxyphenyl)-4H-quinolizin-4-one